Cl.ClC1=C(C=CC(=C1)Cl)C(CN)F 2-(2,4-dichlorophenyl)-2-fluoro-ethylamine hydrochloride